1-(7-(spiro[2.5]octan-6-ylamino)-3,4-dihydroisoquinolin-2(1H)-yl)prop-2-en-1-one C1CC12CCC(CC2)NC2=CC=C1CCN(CC1=C2)C(C=C)=O